BrC=1C=C2C(=NC=NC2=C(C1)C(F)(F)F)N([C@@H](C)C=1N(N=CN1)C1=NC=CC=N1)C 6-bromo-N-methyl-N-[(1S)-1-(2-pyrimidin-2-yl-1,2,4-triazol-3-yl)ethyl]-8-(trifluoromethyl)quinazolin-4-amine